The molecule is a polyunsaturated fatty acyl-CoA(4-) arising from deprotonation of the phosphate and diphosphate functions of 8,9-epoxy-(5Z,11Z,14Z)-icosatrienoyl-CoA; major species at pH 7.3. It is a polyunsaturated fatty acyl-CoA(4-) and a long-chain fatty acyl-CoA(4-). It is a conjugate base of an 8,9-epoxy-(5Z,11Z,14Z)-icosatrienoyl-CoA. CCCCC/C=C\\C/C=C\\CC1C(O1)C/C=C\\CCCC(=O)SCCNC(=O)CCNC(=O)[C@@H](C(C)(C)COP(=O)([O-])OP(=O)([O-])OC[C@@H]2[C@H]([C@H]([C@@H](O2)N3C=NC4=C(N=CN=C43)N)O)OP(=O)([O-])[O-])O